Cl.O[C@@](C=1C=C(C=NC1)C1=NOC(=N1)CC(C)(O)C)(C1(CNC1)C)C1=CC=C(C=C1)C(C)C 1-(3-{5-[(R)-Hydroxy-(4-isopropyl-phenyl)-(3-methyl-azetidin-3-yl)-methyl]-pyridin-3-yl}-[1,2,4]oxadiazol-5-yl)-2-methyl-propan-2-ol, hydrochloride salt